1-methoxy-1-methyl-3-[[4-[5-(trifluoromethyl)-1,2,4-oxadiazol-3-yl]phenyl]methyl]-urea CON(C(=O)NCC1=CC=C(C=C1)C1=NOC(=N1)C(F)(F)F)C